C(C=C)(=O)N1[C@@H](C[C@H](CC1)N1N=NC=2C(=NC=3C(=C(C(=CC3C21)Cl)C=2C=CC(=C1C=CC=NC21)F)Cl)OC[C@H]2N(CCC2)C)CC#N ((2S,4S)-1-acryloyl-4-(6,8-dichloro-7-(5-fluoroquinolin-8-yl)-4-(((S)-1-methylpyrrolidin-2-yl)methoxy)-1H-[1,2,3]triazolo[4,5-c]quinolin-1-yl)piperidin-2-yl)acetonitrile